4-((1-oxo-6-(phenylsulfonyl)phthalazin-2(1H)-yl)methyl)thiazole-2-carboxamide O=C1N(N=CC2=CC(=CC=C12)S(=O)(=O)C1=CC=CC=C1)CC=1N=C(SC1)C(=O)N